N-(3-(4-benzylpiperidin-1-yl)propyl)benzenesulfonamide C(C1=CC=CC=C1)C1CCN(CC1)CCCNS(=O)(=O)C1=CC=CC=C1